CC(=O)O[C@@H]1CC=C2CCN3[C@H]2[C@@H]1C4=CC5=C(C=C4C3)OCO5 The molecule is an organic heteropentacyclic compound that is caranine in which the hydroxy group is acetylated. It has a role as a plant metabolite. It is an acetate ester, an organic heteropentacyclic compound and an alkaloid. It derives from a caranine.